9-bromo-10-(naphthalen-1-yl-d7)anthracene BrC=1C2=CC=CC=C2C(=C2C=CC=CC12)C1=C(C(=C(C2=C(C(=C(C(=C12)[2H])[2H])[2H])[2H])[2H])[2H])[2H]